tert-butyl 6-[[5-[[2-[bis(tert-butoxycarbonyl) amino]-3-fluoro-4-pyridinyl] methyl]-4-methyl-3-pyridinyl] amino]-2-azaspiro[3.3]heptane-2-carboxylate C(C)(C)(C)OC(=O)N(C1=NC=CC(=C1F)CC=1C(=C(C=NC1)NC1CC2(CN(C2)C(=O)OC(C)(C)C)C1)C)C(=O)OC(C)(C)C